2'-{6-amino-5-[(1S)-1-(pyridin-2-yl)ethoxy]pyridin-3-yl}-N-[(1R)-1-phenylethyl]-5',6'-dihydrospiro[pyrrolidine-3,4'-pyrrolo[1,2-b]pyrazole]-1-carboxamide NC1=C(C=C(C=N1)C=1C=C2N(N1)CCC21CN(CC1)C(=O)N[C@H](C)C1=CC=CC=C1)O[C@@H](C)C1=NC=CC=C1